fluoroethylsulfonamide FCCS(=O)(=O)N